ClC=1C=CC(=C(C1)C1=CC(N(C=C1OC)C(C(=O)NC1=CC=C(C=C1)S(=O)(=O)C)F)=O)C#N 2-(4-(5-chloro-2-cyanophenyl)-5-methoxy-2-oxopyridin-1(2H)yl)-2-fluoro-N-(4-(methylsulfonyl)phenyl)acetamide